5,7-difluoro-1-tosyl-1H-indazole FC=1C=C2C=NN(C2=C(C1)F)S(=O)(=O)C1=CC=C(C)C=C1